3-(2-cyclopropyl-5-methoxy-4-nitrophenyl)-3,9-diazaspiro[5.5]undecane C1(CC1)C1=C(C=C(C(=C1)[N+](=O)[O-])OC)N1CCC2(CC1)CCNCC2